t-Butyloxycarbonyl-Valine C(C)(C)(C)OC(=O)N[C@@H](C(C)C)C(=O)O